ferric chloride bromide [Fe+](Br)Cl